6-Chloro-3-(2,4-difluoro-3-methoxyphenyl)-1-methyl-1H-pyrazolo[4,3-c]pyridine ClC1=CC2=C(C=N1)C(=NN2C)C2=C(C(=C(C=C2)F)OC)F